2-(3,4-dimethylphenyl)-4,5-lutidine CC=1C=C(C=CC1C)C1=NC=C(C(=C1)C)C